2-((1-(3-(4-fluorophenyl)-7-methyl-2-(pyridin-2-yl)quinolin-5-yl)ethyl)amino)benzoic acid FC1=CC=C(C=C1)C=1C(=NC2=CC(=CC(=C2C1)C(C)NC1=C(C(=O)O)C=CC=C1)C)C1=NC=CC=C1